2,2-Difluoro-1-(5-fluoro-2-pyridyl)ethanol FC(C(O)C1=NC=C(C=C1)F)F